[Si](C)(C)(C(C)(C)C)OCC1(CN2C(O1)=CC=N2)C.[NH4+].[U+6] uranium ammonium 2-(((tert-butyldimethylsilyl)oxy)methyl)-2-methyl-2,3-dihydropyrazolo[5,1-b]oxazole